CC1(CCC(CC1)C=1OC2=C(C=C(C=C2C(C1)=O)C)C(C)NC1=C(C(=O)O)C=CC=C1)C 2-[1-[2-(4,4-Dimethylcyclohexyl)-6-methyl-4-oxo-chromen-8-yl]ethylamino]benzoic acid